1-Benzyl-N-(2-fluorophenyl)-2-oxo-3-(phenylselenyl)pyrrolidine-3-carboxamide C(C1=CC=CC=C1)N1C(C(CC1)(C(=O)NC1=C(C=CC=C1)F)[Se]C1=CC=CC=C1)=O